C(CSSCCC(=O)NN)C(=O)NN 3,3'-dithiobis(propanoic dihydrazide)